CN(C(=O)C=1C(=C(C=CC1)C=1C=C2C(=NC1)NC[C@@]21C[C@](CC1)(C(=O)N)C)F)C (1S,3S)-5'-(3-(Dimethylcarbamoyl)-2-fluorophenyl)-3-methyl-1',2'-dihydrospiro[cyclopentane-1,3'-pyrrolo[2,3-b]pyridine]-3-carboxamide